2-bromo-6-fluoro-3-nitro-benzaldehyde BrC1=C(C=O)C(=CC=C1[N+](=O)[O-])F